Cl.FC(OC1=CC=C(C=C1)N(C=1C=NC=CC1OC)C1CCNCC1)F N-(4-(Difluoromethoxy)phenyl)-4-methoxy-N-(piperidin-4-yl)pyridin-3-amine hydrochloride